5-methyl-4-oxo-7-(2-chlorophenyl)-4,7-dihydro-3H-pyrrolo[2,3-d]pyrimidine-6-carboxylic acid methyl ester COC(=O)C1=C(C2=C(N=CNC2=O)N1C1=C(C=CC=C1)Cl)C